N-(4-{[6,7-bis(2-methoxyethoxy)quinolin-4-yl]oxy}-3,5-difluorophenyl)-4-methoxypyridine-3-carboxamide COCCOC=1C=C2C(=CC=NC2=CC1OCCOC)OC1=C(C=C(C=C1F)NC(=O)C=1C=NC=CC1OC)F